2-(5-methoxy-2-methylphenyl)propionic acid COC=1C=CC(=C(C1)C(C(=O)O)C)C